C(#N)COC(CCCCCOC1OCCCC1)=O 6-((tetrahydro-2H-pyran-2-yl)oxy)hexanoic acid (2S)-cyanomethyl ester